CC[C@@]12C(CC[C@H]1[C@@H]1CCC3=CC(CC[C@]3(C)C1=CC2)=O)=O methylandrost-4,9(11)-diene-3,17-dione